2,4-Difluoro-3-(((3-methoxy-1-(4-methoxybenzoyl)-1H-pyrazolo[3,4-b]pyridin-5-yl)ethynyl)phenyl)-N-(3-chlorophenyl)methanesulfonamide FC1C(=CC=C(C1(Cl)C1=C(C=CC=C1)C#CC=1C=C2C(=NC1)N(N=C2OC)C(C2=CC=C(C=C2)OC)=O)F)NS(=O)(=O)C